C1(CCCC1)N=C=O Cyclopentylisocyanat